C1(CC1)C=1C=CC=2N(C1)C=C(N2)COC2=CC(=NC=N2)N 6-((6-cyclopropylimidazo[1,2-a]pyridin-2-yl)methoxy)pyrimidin-4-amine